N[C@H]([C@@H](C=O)O)[C@H](O)[C@H](O)C 3-amino-3,6-dideoxymannose